6-Bromo-4-(trifluoromethyl)-1H-benzo[d][1,2,3]triazole BrC=1C=C(C2=C(NN=N2)C1)C(F)(F)F